ClC=1C=C2C(=C3C1NC(NC31CCCCC1)=O)OC(=N2)CNCC2OCCCC2 5-chloro-2-({[(oxan-2-yl)methyl]amino}methyl)-7,8-dihydro-6H-spiro[[1,3]oxazolo[5,4-f]quinazoline-9,1'-cyclohexan]-7-one